(6-cyano-5-methylbenzo[d]isoxazol-3-yl)-2,4-dimethoxybenzenesulfonamide C(#N)C1=CC2=C(C(=NO2)C=2C(=C(C=CC2OC)S(=O)(=O)N)OC)C=C1C